C(\C=C\C)N1C(C2=C(C(=C1)C1=CC=C(C=C1)C(=O)N1CCN(CC1)C)C=CN2)=O 6-[(E)-but-2-enyl]-4-[4-(4-methylpiperazine-1-carbonyl)phenyl]-1H-pyrrolo[2,3-c]pyridin-7-one